2-[[4-[6-[(4-Cyano-2-fluoro-phenyl)methoxy]-2-pyridinyl]-2,6-difluoro-phenyl]methyl]-3-[(2S)-oxetan-2-ylmethyl]benzimidazole-5-carboxylic acid C(#N)C1=CC(=C(C=C1)COC1=CC=CC(=N1)C1=CC(=C(C(=C1)F)CC=1N(C2=C(N1)C=CC(=C2)C(=O)O)C[C@H]2OCC2)F)F